1-(2'-fluoro-5'H,7'H-spiro[cyclopropane-1,4'-thieno[2,3-c]pyran]-7'-yl)-N-methylmethylamine FC1=CC2=C(C(OCC23CC3)CNC)S1